2-(1-(6-amino-9H-purin-9-yl)propyl)-3-phenyl-4H-chromen-4-one NC1=C2N=CN(C2=NC=N1)C(CC)C=1OC2=CC=CC=C2C(C1C1=CC=CC=C1)=O